FC1=CC(=C(C=C1C(=C)C)N1C[C@H](N(CC1)C(=O)OC(C)(C)C)CO)NC(=O)C1=NC(=NC=C1)C1=C(C=CC=C1OC)F tert-butyl (S)-4-(4-fluoro-2-(2-(2-fluoro-6-methoxyphenyl)pyrimidine-4-carboxamido)-5-(prop-1-en-2-yl)phenyl)-2-(hydroxymethyl)piperazine-1-carboxylate